NC1=C(C(=O)NC2CCC(CC2)O)C=C(C=N1)C1=CC=C(C=C1)[C@]12CN(C[C@@H]2C1)CC1COC1 2-amino-N-((1r,4s)-4-hydroxycyclohexyl)-5-(4-((1s,5r)-3-(oxetan-3-ylmethyl)-3-azabicyclo[3.1.0]hex-1-yl)phenyl)nicotinamide